sodium triethyl phosphate P(=O)(OCC)(OCC)OCC.[Na]